perfluoro(2-butenyltetrahydrofuran) FC1(OC(C(C1(F)F)(F)F)(F)F)C(=C(C(C(F)(F)F)(F)F)F)F